(R)-2,2'-bis(diphenylphosphino)-6,6'-dimethoxy-1,1'-biphenyl C1(=CC=CC=C1)P(C1=C(C(=CC=C1)OC)C1=C(C=CC=C1OC)P(C1=CC=CC=C1)C1=CC=CC=C1)C1=CC=CC=C1